tri(diethylamino)vinylsilane C(C)N(CC)C(=C(N(CC)CC)N(CC)CC)[SiH3]